5-(1-methyl-1H-pyrazol-4-yl)-3-(1-tosyl-1H-pyrrolo[2,3-b]pyridin-4-yl)-thieno[3,2-b]pyridine CN1N=CC(=C1)C1=CC=C2C(=N1)C(=CS2)C2=C1C(=NC=C2)N(C=C1)S(=O)(=O)C1=CC=C(C)C=C1